N1(CCCC1)C(=O)O pyrrolidine-1-carboxylic acid